FC1=C(C=CC(=C1F)C=1C(=NN(C1)COCC[Si](C)(C)C)C=1C=NN(C1)COCC[Si](C)(C)C)B(O)O [2,3-difluoro-4-[1-(2-trimethylsilylethoxy-methyl)-3-[1-(2-trimethylsilylethoxy-methyl)pyrazol-4-yl]pyrazol-4-yl]phenyl]boronic acid